IC=1C(=NC=NC1SC)NC1=CC(=C(C=C1)OC1=CC2=C(N(C=N2)C)C=C1)C 5-iodo-N-(3-methyl-4-((1-methyl-1H-benzimidazol-5-yl)oxy)phenyl)-6-methylsulfanyl-pyrimidin-4-amine